6-methyl-2-(1H-1,2,3-triazol-1-yl)-N-(3-(4-(trifluoromethoxy)phenyl)propyl)thieno[2,3-d]pyrimidin-4-amine CC1=CC2=C(N=C(N=C2NCCCC2=CC=C(C=C2)OC(F)(F)F)N2N=NC=C2)S1